ClC1=C(CC2=NC=3N(C4=CC=CC=C24)C(=NN3)CN3CCOCC3)C=CC=C1 (2-chlorobenzyl)-1-(morpholinomethyl)-[1,2,4]triazolo[4,3-a]quinazolin